benzyl 3-fluoro-4-iodo-piperidine-1-carboxylate FC1CN(CCC1I)C(=O)OCC1=CC=CC=C1